6-[4-[2-[[1-(cyclopropanecarbonyl)-4-piperidyl]oxy]ethoxy]phenoxy]-1-methyl-indazole-5-carboxamide C1(CC1)C(=O)N1CCC(CC1)OCCOC1=CC=C(OC2=C(C=C3C=NN(C3=C2)C)C(=O)N)C=C1